CC1(CCC(CC1)C1=CC=C(C=C1)N[C@@H](C)C(=O)O)C (4-(4,4-dimethylcyclohexyl)phenyl)alanine